NC1(CC1)COC1=CC(=C2CC(CC2=C1)CN1CCC2(CN(C(O2)=O)C2=NC3=C(OCC(N3)=O)N=C2)CC1)F 6-[8-[[6-[(1-aminocyclopropyl)methoxy]-4-fluoro-2,3-dihydro-1H-inden-2-yl]methyl]-2-oxo-1-oxa-3,8-diazaspiro[4.5]decan-3-yl]-4H-pyrazino[2,3-b][1,4]oxazin-3-one